CN1CC(CC1)C1=C2N=CN(C2=NC(=N1)N1CCOCC1)C1=CC=CC=C1 4-(6-(1-methylpyrrolidin-3-yl)-9-phenyl-9H-purin-2-yl)morpholine